FC1=CC=C(C=C1)NC1=NC=C(C(=N1)N1C=NC(=C1)C(=O)NC(CO)C1=CC=CC=C1)C 1-(2-((4-fluoro-phenyl)amino)-5-methylpyrimidin-4-yl)-N-(2-hydroxy-1-phenylethyl)-1H-imidazole-4-carboxamide